(S)-1-(pyridin-3-yl)-2-((triisopropylsilyl)oxy)ethan N1=CC(=CC=C1)CCO[Si](C(C)C)(C(C)C)C(C)C